C(C)OC(=O)C1=NC(=NS1)CS(=O)(=O)C 3-(methylsulfonylmethyl)-1,2,4-thiadiazole-5-carboxylic acid ethyl ester